ClC1=CC(N(C(N1C)=O)C)=O 6-chloro-1,3-dimethylpyrimidine-2,4(1H,3H)-dione